4-amino-N-(6-methyl-1-(p-tolylamino)isoquinolin-5-yl)quinazoline-8-carboxamide NC1=NC=NC2=C(C=CC=C12)C(=O)NC1=C2C=CN=C(C2=CC=C1C)NC1=CC=C(C=C1)C